ethyl 2-amino-8-(5-((3-(((tert-butoxycarbonyl) amino) methyl) azetidin-1-yl) sulfonyl) pyridin-3-yl)-3H-benzo[b]azepin-4-carboxylate NC=1CC(=CC2=C(N1)C=C(C=C2)C=2C=NC=C(C2)S(=O)(=O)N2CC(C2)CNC(=O)OC(C)(C)C)C(=O)OCC